6-chloro-3-[3-(4-methoxyphenyl)-2-propanoyl-3,4-dihydropyrazol-5-yl]-4-phenyl-1H-quinolin-2-one ClC=1C=C2C(=C(C(NC2=CC1)=O)C=1CC(N(N1)C(CC)=O)C1=CC=C(C=C1)OC)C1=CC=CC=C1